1-((1R,3r,5S)-8-propionyl-8-azabicyclo[3.2.1]octan-3-yl)-3-(4-(trifluoromethoxy)phenyl)urea C(CC)(=O)N1[C@H]2CC(C[C@@H]1CC2)NC(=O)NC2=CC=C(C=C2)OC(F)(F)F